(S)-4-((5-fluoro-4-(6-methyl-6,7-dihydropyrazolo[1,5-a]pyrazin-5(4H)-yl)pyrimidin-2-yl)amino)benzenesulfonamide FC=1C(=NC(=NC1)NC1=CC=C(C=C1)S(=O)(=O)N)N1CC=2N(C[C@@H]1C)N=CC2